(R)-N-(2-(4-(4-cyclopropylpiperazin-1-yl)piperidin-1-yl)-5-((6-(3-(3-(4-fluorobenzyl)phenyl)isoxazolidin-2-yl)pyrimidin-4-yl)amino)-4-methoxyphenyl)acrylamide C1(CC1)N1CCN(CC1)C1CCN(CC1)C1=C(C=C(C(=C1)OC)NC1=NC=NC(=C1)N1OCC[C@@H]1C1=CC(=CC=C1)CC1=CC=C(C=C1)F)NC(C=C)=O